Cl.Cl.NCC=1SC=C(N1)CC(=O)OCC ethyl 2-[2-(aminomethyl)-1,3-thiazol-4-yl]acetate dihydrochloride